1-{1-[3-(4-chloro-1H-1,3-benzodiazol-2-yl)-5-(3-fluoro-5-methylphenyl)pyridin-4-yl]azetidin-3-yl}methanamine ClC1=CC=CC=2NC(=NC21)C=2C=NC=C(C2N2CC(C2)CN)C2=CC(=CC(=C2)C)F